CC=1N=C(SC1C)NC(=O)C=1C=C(C=CC1C)NC(C(=O)O)CCCC ((3-((4,5-dimethylthiazol-2-yl)carbamoyl)-4-methylphenyl)amino)hexanoic acid